C1CCC2=C(C=3CCCC3C=C12)NC(=O)N=S(=O)(N)C1=CC=C(C=C1)CO N'-((1,2,3,5,6,7-hexahydro-s-indacen-4-yl)carbamoyl)-4-(hydroxymethyl)benzenesulfonimidamide